NC=1N=NC(=CC1C=1C=NN(C1)CC#CCN1CCN(CC1)C(=O)OC(C)(C)C)Cl Tert-Butyl 4-[4-[4-(3-amino-6-chloro-pyridazin-4-yl)pyrazol-1-yl]but-2-ynyl]piperazine-1-carboxylate